ClC1=C(C(=CC(=C1)C#N)Cl)NC=1N(C2=NC(=NC=C2N1)N[C@H]1[C@@H](COCC1)F)C1CCC(CC1)(C(=O)N)C (1S,4s)-4-(8-(2,6-dichloro-4-cyanophenylamino)-2-((3S,4R)-3-fluorotetrahydro-2H-pyran-4-ylamino)-9H-purin-9-yl)-1-methylcyclohexanecarboxamide